2-(3-(4-methylpiperazino)propoxy)-4-(3-chloro-4-(3-fluorobenzyloxy)phenylamino)pyrimidine CN1CCN(CC1)CCCOC1=NC=CC(=N1)NC1=CC(=C(C=C1)OCC1=CC(=CC=C1)F)Cl